bis-(4-tert-butylphenyl)iodonium hexafluorophosphate F[P-](F)(F)(F)(F)F.C(C)(C)(C)C1=CC=C(C=C1)[I+]C1=CC=C(C=C1)C(C)(C)C